FC(CCOCCCCCCNC[C@@H](O)C1=CC(=C(C=C1)O)CO)(C1=CC=CC=C1)F (S)-4-(2-{[6-(3,3-Difluoro-3-phenylpropoxy)hexyl]amino}-1-hydroxyethyl)-2-(hydroxymethyl)phenol